[Ir](Cl)(Cl)Cl.C1=CC=CC=CCC1 cycloocteneDiene iridium chloride